OC(C[N+](C)(C)C)COC1=CC2=NC3=CC=CC=C3N=C2C=C1O 2-hydroxy-3-[(3-hydroxyphenazin-2-yl)oxy]-N,N,N-trimethylpropane-1-aminium